2,2-difluoropropanoic Acid FC(C(=O)O)(C)F